FC1(CN(C1)C1=NC=CC(=C1)C=1C=C2N(N=CC=C2)C1)F 6-(2-(3,3-difluoroazetidin-1-yl)pyridin-4-yl)pyrrolo[1,2-b]pyridazin